F[C@H]1[C@@H](C1)N1C(C(=CC=C1)NC(=O)C=1C(=CC=2N(C1)C=C(N2)C21COC(C2)(C1)C)OC(C)C)=O N-(1-((1r,2r)-2-fluorocyclopropyl)-2-oxo-1,2-dihydropyridin-3-yl)-7-isopropoxy-2-(1-methyl-2-oxabicyclo[2.1.1]hex-4-yl)imidazo[1,2-a]pyridine-6-carboxamide